cyclopropyl N-[4-chloro-5-fluoro-2-[[(1S)-3-(methylamino)-1-[[(3S,5R)-5-methyl-2-oxo-pyrrolidin-3-yl]methyl]-2,3-dioxo-propyl]carbamoyl]phenyl]carbamate ClC1=CC(=C(C=C1F)NC(OC1CC1)=O)C(N[C@H](C(C(=O)NC)=O)C[C@H]1C(N[C@@H](C1)C)=O)=O